ClC=1C=C2C(=CC1Cl)NC([C@]21CNCC1)=O (3S)-5,6-dichloro-1H-spiro[indole-3,3'-pyrrolidin]-2-one